Dichlorochromone ClC1=C(OC2=CC=CC=C2C1=O)Cl